COC(C1=C(C(=CC=C1NC1=C(C=C(C=C1)F)C#CCN(C1=NC(=CC=C1[N+](=O)[O-])OC)C(=O)OC(C)(C)C)C(F)(F)F)F)=O.C(CC1=CC=CC=C1)[Si](OC(C)C)(OC(C)C)OC(C)C Phenethyl-triisopropoxysilane methyl-6-((2-(3-((tert-butoxycarbonyl)(6-methoxy-3-nitropyridin-2-yl)amino)prop-1-yn-1-yl)-4-fluorophenyl)amino)-2-fluoro-3-(trifluoromethyl)benzoate